COC(CNC1=CC=C(C=C1)C)=O (4-methyl-phenylamino)-acetic acid methyl ester